2-[4-({[4-(benzyloxy)phenyl]amino}carbonyl)-1,5-dimethyl-1H-pyrrol-2-yl]-4-chloro-5-fluorobenzoic acid C(C1=CC=CC=C1)OC1=CC=C(C=C1)NC(=O)C=1C=C(N(C1C)C)C1=C(C(=O)O)C=C(C(=C1)Cl)F